C(#N)C(C(=O)NCCCC[C@@H](C(=O)N[C@@H](CC1=CC=CC=C1)B(O)O)NC(C1=CN=CC=C1C)=O)=CC(C)C ((R)-1-((S)-6-(2-cyano-4-methylpent-2-enoylamino)-2-(4-methylnicotinamido)hexanamido)-2-phenylethyl)boronic acid